O1C(=NC2=C1C=CC=C2)C(=O)O 1,3-benzoxazolecarboxylic acid